C(C)(C)(C)NC(=O)N1CCC2(CC1)CC(C(C(C2)=O)C2=C(C=C(C=C2C)C#CC)C)=O N-tert-butyl-9-(2,6-dimethyl-4-prop-1-ynyl-phenyl)-8,10-dioxo-3-azaspiro[5.5]undecane-3-carboxamide